N-(1-(4-(trifluoromethyl)phenyl)-1H-indol-5-yl)but-3-enamide FC(C1=CC=C(C=C1)N1C=CC2=CC(=CC=C12)NC(CC=C)=O)(F)F